(6Z)-6-methoxyimino-5,5-dimethyl-8-[(1R,3S,4R)-4-amino-3-fluoro-cyclohexoxy]benzo[h]quinazolin-4-amine CO\N=C/1\C(C=2C(=NC=NC2C2=C1C=C(C=C2)O[C@H]2C[C@@H]([C@@H](CC2)N)F)N)(C)C